20-amino-6-hydroxy-6,18-bis(trifluoromethyl)-22-oxa-15λ6-thia-3,4,16,21-tetraazatetracyclo[15.3.1.12,5.012,16]docosa-1(21),2,4,17,19-pentaene-15,15-dione NC1=CC(=C2N3S(CCC3CCCCCC(C3=NN=C(C1=N2)O3)(C(F)(F)F)O)(=O)=O)C(F)(F)F